methyl 1-cyclobutylpyrazolo[3,4-d]pyrimidine-6-carboxylate C1(CCC1)N1N=CC=2C1=NC(=NC2)C(=O)OC